3-bromo-8-(4,6-diphenyl-1,3,5-triazin-2-yl)-12-phenyl-12H-benzofuro[2,3-a]carbazole BrC1=CC=2C=3C=CC4=C(C3N(C2C=C1)C1=CC=CC=C1)OC1=C4C=C(C=C1)C1=NC(=NC(=N1)C1=CC=CC=C1)C1=CC=CC=C1